C1(CC1)C1=CN=C2C(=N1)N(C=N2)C(C)C=2C(=C1C=CC=NC1=CC2F)F 6-(1-(6-cyclopropyl-1H-imidazo[4,5-b]pyrazin-1-yl)ethyl)-5,7-difluoroquinoline